2-[(4-bromo-2-fluorophenyl)(methoxy)methylidene]malononitrile BrC1=CC(=C(C=C1)C(=C(C#N)C#N)OC)F